tetramethyldiphenylsiloxane CC1=CC(=C(C=C1)[Si](C2=C(C=C(C=C2)C)C)O)C